2-cyano-N-(1-(4-(3-(4-(2,6-dimethoxy-4-(2-methyl-1-oxo-1,2-dihydro-2,7-naphthyridin-4-yl)benzyl)piperazin-1-yl)propyl)phenyl)butyl)-N-methylacetamide C(#N)CC(=O)N(C)C(CCC)C1=CC=C(C=C1)CCCN1CCN(CC1)CC1=C(C=C(C=C1OC)C1=CN(C(C2=CN=CC=C12)=O)C)OC